OC1(CC(C1)NC(C(C=1C=NC=CC1)N(C(=O)[C@@H]1NC[C@@H](C1)OC)C1=CC=C(C=C1)S(F)(F)(F)(F)F)=O)C (2R,4R)-N-[2-[(3-hydroxy-3-methyl-cyclobutyl)amino]-2-oxo-1-(3-pyridyl)ethyl]-4-methoxy-N-[4-(pentafluoro-λ6-sulfanyl)phenyl]pyrrolidine-2-carboxamide